IC=1C=NN2C1C=CC(=C2)C2(CCC2)C(=O)O 1-(3-iodopyrazolo[1,5-a]pyridin-6-yl)cyclobutanecarboxylic acid